C(CC)C1=CC=C(C=C)C=C1 para-n-propylstyrene